O=S1(CCC(CC1)NC1=C2C=C(N(C2=CC=C1)CC(F)(F)F)C#CCNC(=O)N1CCOCC1)=O N-(3-{4-[(1,1-dioxo-1λ6-thian-4-yl)amino]-1-(2,2,2-trifluoroethyl)-1H-indol-2-yl}prop-2-yn-1-yl)morpholine-4-carboxamide